OC(CN1N=C2N(C=CC(=C2)N2C3=C(OCC2)C=C(C=N3)C(=O)N3CCCCC3)C1=O)(C)C 2-(2-hydroxy-2-methylpropyl)-7-(7-(piperidine-1-carbonyl)-2,3-dihydro-4H-pyrido[3,2-b][1,4]oxazin-4-yl)-[1,2,4]triazolo[4,3-a]pyridin-3(2H)-one